1-(2-tert-butyloxyethoxy)-4-undecylbenzene C(C)(C)(C)OCCOC1=CC=C(C=C1)CCCCCCCCCCC